tert-butyl N-(6-{[3-(2,4-dioxo-1,3-diazinan-1-yl)phenyl]formamido}hexyl)carbamate O=C1N(CCC(N1)=O)C=1C=C(C=CC1)C(=O)NCCCCCCNC(OC(C)(C)C)=O